(2S)-1-(4-chloro-5-fluoro-2-methyl-phenyl)-2-methyl-piperazine ClC1=CC(=C(C=C1F)N1[C@H](CNCC1)C)C